C(C)(C)C1=NC=CC=C1C1=NC=C2NC(N(C2=N1)CC1=CC=C(C=C1)N1C(=CC=C1)C)=O 2-(2-isopropylpyridin-3-yl)-9-(4-(2-methyl-1H-pyrrol-1-yl)benzyl)-7,9-dihydro-8H-purin-8-one